(2'-methyl-4,5-dihydro-1H-imidazol-1-yl)-[1,1']Biphenyl-3-carboxylic acid CC=1N(CCN1)C1=C(C=CC=C1C(=O)O)C1=CC=CC=C1